(2-(furan-3-yl)phenyl)methanesulfonic acid sodium salt [Na+].O1C=C(C=C1)C1=C(C=CC=C1)CS(=O)(=O)[O-]